NC1=NC2=CC=C(C=C2C=N1)C=1C(=C(C=CC1F)NS(=O)(=O)C1CCCCC1)F 3-{[3-(2-aminoquinazolin-6-yl)-2,4-difluorophenyl]sulfamoyl}cyclohexane